(phenoxymethyl)cyclohex-1-en O(C1=CC=CC=C1)CC1=CCCCC1